Cl.Cl.CN1CCN(CC1)C=1N=C(C(=NC1)C(=O)N)NC1=CC=C(C=C1)C1CCNCC1 5-(4-methylpiperazin-1-yl)-3-[4-(4-piperidinyl)anilino]pyrazine-2-carboxamide dihydrochloride